(R)-2-[4-[4-amino-2-(N-[2-amino-1-methyl-2-oxo-ethyl]-4-fluoro-anilino)thiazole-5-carbonyl]phenoxy]acetic acid NC=1N=C(SC1C(=O)C1=CC=C(OCC(=O)O)C=C1)N(C1=CC=C(C=C1)F)[C@@H](C(=O)N)C